(2RS,4aSR,9bSR)-2,4a,7-trimethyl-4,4a,5,9b-tetrahydroindeno[1,2-d][1,3]dioxine C[C@@H]1OC[C@]2([C@@H](O1)C1=CC=C(C=C1C2)C)C |r|